hafnium (IV) n-propoxide mono-hydroxide [OH-].[O-]CCC.[Hf+4]